C(#N)[C@H]1[C@@H](C1)C(=O)NC=1N=CC2=C(C=C(C=C2C1)C1=CC=NC2=CC=CC=C12)N=C(C1=CC=CC=C1)C1=CC=CC=C1 |r| (±)-trans-2-cyano-N-(8-(diphenylmethyleneamino)-6-(quinolin-4-yl)isoquinolin-3-yl)cyclopropanecarboxamide